[N+](=O)([O-])C1=CN(C2=CC=CC=C12)C1(CC1)/C=C/C(=O)OCC Ethyl (E)-3-(1-(3-nitro-1H-indol-1-yl)cyclopropyl)acrylate